[Na+].[Na+].SC1=NN=NN1CS(=O)(=O)[O-].SC1=NN=NN1CS(=O)(=O)[O-] 5-mercapto-1H-tetrazole-1-methanesulfonic acid disodium salt